tert-butyl (2R,3S,4S)-4-[(tert-butoxycarbonyl)oxy]-3-hydroxy-2-[(4-{imidazo[1,2-a]pyridin-2-yl}phenyl)methyl]pyrrolidine-1-carboxylate C(C)(C)(C)OC(=O)O[C@@H]1[C@H]([C@H](N(C1)C(=O)OC(C)(C)C)CC1=CC=C(C=C1)C=1N=C2N(C=CC=C2)C1)O